COC(=O)C1=C(SC2=C1CCCC2)NC(=O)C2=C(C(=O)O)C=CC=C2 2-({[3-(methoxycarbonyl)-4,5,6,7-tetrahydro-1-benzothien-2-yl]amino}carbonyl)benzoic acid